7-(ethyl-d5)-2-(methylthio)-9-(tetrahydro-2H-pyran-4-yl)-7,9-dihydro-8H-purin-8-one C(C([2H])([2H])[2H])(N1C(N(C2=NC(=NC=C12)SC)C1CCOCC1)=O)([2H])[2H]